C1(CCC1)OC1=NC(=CC(=C1)C(CCN(C)C)=O)OC 1-(2-Cyclobutoxy-6-methoxypyridin-4-yl)-3-(dimethylamino)propan-1-one